C1(CC1)C1=C(C(=NO1)C1=C(C=CC=C1)OC(F)(F)F)COC1CC2CCC(C1)N2C=2SC1=C(N2)C(=CC(=C1)S(=O)(=O)CCC(=O)OC)C Methyl 3-(2-(3-((5-cyclopropyl-3-(2-(trifluoromethoxy)phenyl)isoxazol-4-yl)methoxy)-8-azabicyclo[3.2.1]octan-8-yl)-4-methylbenzo[d]thiazol-6-ylsulfonyl)propanoate